N,N-diethyl-N-methyl-N-(2-methoxyethyl)ammonium chloride [Cl-].C(C)[N+](CCOC)(C)CC